(R)-3-aminopiperidin N[C@H]1CNCCC1